BrC1=CC=C(C=C1)[C@@H](C(F)(F)F)N(S(=O)C(C)(C)C)C N-[(1S)-1-(4-bromophenyl)-2,2,2-trifluoro-ethyl]-N,2-dimethyl-propane-2-sulfinamide